(5-amino-2-chloro-1-((2-(trimethylsilyl)ethoxy)methyl)-1H-pyrrolo[2,3-b]pyridin-4-yl)(4-bromophenyl)methanone NC=1C(=C2C(=NC1)N(C(=C2)Cl)COCC[Si](C)(C)C)C(=O)C2=CC=C(C=C2)Br